(R)-[(S)-6,6-dimethyl-2-piperidyl](o-fluorophenyl)methanol CC1(CCC[C@H](N1)[C@H](O)C1=C(C=CC=C1)F)C